NC1CN(C1)C1CN2C(OC1)=C(C=N2)S(=O)(NC(NC2=C1CCCC1=CC=1CCCC21)=O)=N 6-(3-aminoazetidin-1-yl)-N-((1,2,3,5,6,7-hexahydro-s-indacen-4-yl)carbamoyl)-6,7-dihydro-5H-pyrazolo[5,1-b][1,3]oxazine-3-sulfonimidamide